O=S1(CCN(CC1)C=1OC2=C(N1)C=CC(=C2)OC\C(\CNC(OC(C)(C)C)=O)=C\F)=O tert-butyl (E)-(2-(((2-(1,1-dioxidothiomorpholino)benzo[d]oxazol-6-yl)oxy)methyl)-3-fluoroallyl)carbamate